BrC=1C=2C(N=C3N(C2C=CC1)C1=CC(=CC=C1C31CCCCC1)N1CCC(CC1)CN1CCC3(CC1)OC1=C(C3)C=C(C(=C1)F)C1C(NC(CC1)=O)=O)=O 3-(1'-((1-(4'-bromo-5'-oxo-5'H-spiro[cyclohexane-1,7'-indolo[1,2-a]quinazolin]-10'-yl)piperidin-4-yl)methyl)-6-fluoro-3H-spiro[benzofuran-2,4'-piperidin]-5-yl)piperidine-2,6-dione